OC=1C=C(C=CC1)C(CC)C(=O)O 3-hydroxyphenylpropanecarboxylic acid